N-(2-(dimethylamino)ethyl)benzamide CN(CCNC(C1=CC=CC=C1)=O)C